6-[5,6-difluoro-1-(oxan-2-yl)indazol-3-yl]-2-methylpyridine-3-carboxamide FC=1C=C2C(=NN(C2=CC1F)C1OCCCC1)C1=CC=C(C(=N1)C)C(=O)N